[C@@H]([C@H](C(=O)[O-])O)(C(=O)O)O.[Na+] sodium hydrogentartrate